3-(5-((2-methylbenzyl)-amino)-2-methyl-4-oxoquinazolin-3(4H)-yl)piperidine-2,6-dione CC1=C(CNC2=C3C(N(C(=NC3=CC=C2)C)C2C(NC(CC2)=O)=O)=O)C=CC=C1